FC=1C=C2C(=NC(=NC2=C(C1C1=C(C=CC2=C(C(=CC=C12)F)CC)O)F)OC[C@]12CCCN2C[C@@H](C1)F)N1CCOCC2(CCO2)C1 (6,8-difluoro-2-(((2r,7as)-2-fluoro-hexahydro-1H-pyrrolizin-7a-yl)methoxy)-4-(1,6-dioxa-9-azaspiro[3.6]dec-9-yl)quinazolin-7-yl)-5-ethyl-6-fluoronaphthalene-2-ol